6-(2'-hydroxypropoxy)hexane-1,2-diol OC(COCCCCC(CO)O)C